C(C=C)(=O)OC[Si](OCC)(OCC)OCC acryloxymethyl-triethoxysilane